1-methyl-4-(4,4,5,5-tetramethyl-1,3,2-dioxaborolan-2-yl)-1H-pyrrolo[2,3-b]pyridine CN1C=CC=2C1=NC=CC2B2OC(C(O2)(C)C)(C)C